BrC=1C(=C(C=CC1)C1C(NC(CC1)=O)=O)Cl 3-(3-bromo-2-chloro-phenyl)-piperidine-2,6-dione